6-((4-(cyclopentylamino)-5-methylpyrimidin-2-yl)amino)-3,4-dihydro-1H-benzo[c][1,2]oxaborinin-1-ol C1(CCCC1)NC1=NC(=NC=C1C)NC1=CC2=C(B(OCC2)O)C=C1